C1(=CC=CC=C1)C(=O)N1CCN(CC1)CCCC1=CC=CC=C1 phenyl-[4-(3-Phenylpropyl)piperazin-1-yl]methanon